6-chloro-N-(4-cyano-2,5-difluorophenyl)-1H-indole-3-sulfonamide ClC1=CC=C2C(=CNC2=C1)S(=O)(=O)NC1=C(C=C(C(=C1)F)C#N)F